FC1(CCC(CC1)[C@H](NC(=O)C1=CC=NN1CC)C=1N=C2N(N=C(C(=N2)N(C)C)CC2C(NC[C@@H](C2)C(F)(F)F)=O)C1)F N-((1S)-(4,4-difluorocyclohexyl)(3-(dimethylamino)-2-(((5R)-2-oxo-5-(trifluoromethyl)piperidin-3-yl)methyl)imidazo[1,2-b][1,2,4]triazin-6-yl)methyl)-1-ethyl-1H-pyrazole-5-carboxamide